C(CNC([S-])=S)NC([S-])=S.[Zn+2] zinc ethylene-bis(dithiocarbamate)